N1CC(CCC1)C1CCN(CC1)C=1N=C(C=2C(N1)=CN(N2)C)N[C@H](C)C2=C(C=C(C=C2)Cl)Cl 5-{[3,4'-bipiperidin]-1'-yl}-N-[(1R)-1-(2,4-dichlorophenyl)ethyl]-2-methylpyrazolo[4,3-d]pyrimidin-7-amine